C1(=CC=CC2=CC=CC=C12)O[C@@H]1CN(CC1)CC(=O)N1[C@@H](CCC1)C#N (S)-1-(2-((S)-3-(Naphthalen-1-yloxy)pyrrolidin-1-yl)acetyl)pyrrolidin-2-carbonitril